2-chloro-1,3-dimethyl-imidazole hexafluorophosphate F[P-](F)(F)(F)(F)F.ClC1N(C=CN1C)C